mono-2-butynyl mono-propyl oxalate C(C(=O)OC#CCC)(=O)OCCC